3-cyclohexyl-1-(4-phenylsulfanyl-phenyl)-1,2-propanedione-2-oxime C1(CCCCC1)CC(C(=O)C1=CC=C(C=C1)SC1=CC=CC=C1)=NO